C(C)N1N=NC2=C1C=CC(=C2C)[C@H](C(C(=O)OCC)C)C2=CC(=C(C=C2)C)CO (3R)-ethyl 3-(1-ethyl-4-methyl-1H-benzo[d][1,2,3]triazol-5-yl)-3-(3-(hydroxymethyl)-4-methylphenyl)-2-methylpropanoate